C(C)(C)NC(O[C@H]1C[C@H](CC1)C=1NN=C(C1)NC(COC1=C(C(=CC(=C1)OC(F)F)O)C=O)=O)=O (1R,3S)-3-(5-{2-[5-(difluoromethoxy)-2-formyl-3-hydroxyphenoxy]acetamido}-2H-pyrazol-3-yl)cyclopentyl N-isopropylcarbamate